COC(=O)N1[C@H](CCC2=C3C(=CC=C12)N(C(=N3)CCN3N=CC=N3)[C@@H]3CC[C@H](CC3)C(=O)O)C trans-4-[(7S)-6-(methoxycarbonyl)-7-methyl-2-[2-(2H-1,2,3-triazol-2-yl)ethyl]-3H,6H,7H,8H,9H-imidazo[4,5-f]quinolin-3-yl]cyclohexane-1-carboxylic acid